dihydroxyl-2-(hydroxymethyl)propan-2-aminium OC(C(C)([NH3+])CO)O